phenyl(4-(3-(2-(ethylcarbamoyl)-6-methyl-7-oxo-6,7-dihydro-1H-pyrrolo[2,3-c]pyridin-4-yl)-5-methylphenoxy)-3,5-dimethylphenyl)carbamate C1(=CC=CC=C1)OC(NC1=CC(=C(C(=C1)C)OC1=CC(=CC(=C1)C)C=1C2=C(C(N(C1)C)=O)NC(=C2)C(NCC)=O)C)=O